cinnamyl cinnamate (cinnamyl cinnamat) C(C=CC1=CC=CC=C1)C(C(=O)O)=CC1=CC=CC=C1.C(C=CC1=CC=CC=C1)(=O)OCC=CC1=CC=CC=C1